ClC1=C(C=CC(=C1)Cl)SCC(=O)O 2-((2,4-dichlorophenyl)thio)acetic acid